BrC=1C=NC(=NC1)OC1=C(C=C(C=C1)NC(=O)NC(C1=C(C=CC=C1)N(C)C)=O)C N-[[4-(5-bromopyrimidin-2-yl)oxy-3-methylphenyl]carbamoyl]-2-(dimethylamino)benzamide